bipyrroloimidazolone N1C(=NC=2C1=CC(N2)=O)C2=NC=1C(=N2)N=CC1